N-((4-(4-(trifluoromethyl)phenyl)-1,2,3,4-tetrahydroquinoxalin-2-yl)methyl)acetamide FC(C1=CC=C(C=C1)N1CC(NC2=CC=CC=C12)CNC(C)=O)(F)F